OCCCCOC1=CC(=C(C=C1)C1CCN(CC1)C1=CC(=C(C#N)C=C1)C(F)(F)F)C 4-(4-(4-(4-hydroxybutoxy)-2-methylphenyl)piperidin-1-yl)-2-(trifluoromethyl)-benzonitrile